N-(2-((3-fluoro-4-(trimethylsilyl)phenyl)amino)-1-(4-methoxyphenyl)-2-oxoethyl)-5-oxopyrrolidine-3-carboxamide FC=1C=C(C=CC1[Si](C)(C)C)NC(C(C1=CC=C(C=C1)OC)NC(=O)C1CNC(C1)=O)=O